5-[2-[2-[2-(2-aminoethoxy)ethoxy]ethoxy]ethoxy]-2-[4-[4-[2-[2-[2-(2-aminoethoxy)ethoxy]ethoxy]ethoxy]-2-hydroxy-phenyl]-6-(4-methoxyphenyl)-1,3,5-triazin-2-yl]phenol, bishydrochloride Cl.Cl.NCCOCCOCCOCCOC=1C=CC(=C(C1)O)C1=NC(=NC(=N1)C1=C(C=C(C=C1)OCCOCCOCCOCCN)O)C1=CC=C(C=C1)OC